tert-butyl 2-(((benzyloxy)carbonyl)amino)-7-azaspiro[3.5]nonane-7-carboxylate C(C1=CC=CC=C1)OC(=O)NC1CC2(C1)CCN(CC2)C(=O)OC(C)(C)C